triphenyl-[1,1':2',1'']terphenyl-4-amine C1(=CC=CC=C1)C=1C(=C(C(=C(C1)C=1C(=CC=CC1)C1=CC=CC=C1)C1=CC=CC=C1)C1=CC=CC=C1)N